(1R,3S)-3-{5-[2-(2-formyl-3-hydroxy-5-methoxyphenoxy)acetamido]-2H-pyrazol-3-yl}cyclopentyl piperidine-1-carboxylate N1(CCCCC1)C(=O)O[C@H]1C[C@H](CC1)C=1NN=C(C1)NC(COC1=C(C(=CC(=C1)OC)O)C=O)=O